hexyl-pyridine-2-carboxamide C(CCCCC)C=1C(=NC=CC1)C(=O)N